C(CCCCCCCCCCCCCCCCCCC)N eicosyl-amine